6-(1-(2-isobutyl-2-azaspiro[3.3]hept-6-yl)piperidin-4-yl)-1,4-dimethyl-2-(4-(methylsulfonyl)phenyl)-1H-benzo[d]imidazole C(C(C)C)N1CC2(C1)CC(C2)N2CCC(CC2)C=2C=C(C1=C(N(C(=N1)C1=CC=C(C=C1)S(=O)(=O)C)C)C2)C